C(=CC1=CC=CC=C1)C=1N=NNN1 5-styryl-2H-1,2,3,4-tetrazole